2-(2-hydroxy-prop-2-yl)thiazole-5-sulfinic acid lithium salt [Li+].OC(C)(C)C=1SC(=CN1)S(=O)[O-]